N-{[2-({6-azaspiro[3.4]oct-6-yl}methyl)-1H-indol-6-yl]methyl}-4-oxo-4H-pyrido[1,2-a]pyrimidine-2-carboxamide C1CCC12CN(CC2)CC=2NC1=CC(=CC=C1C2)CNC(=O)C=2N=C1N(C(C2)=O)C=CC=C1